2,3-dicyano-6-nitronaphthalene C(#N)C1=CC2=CC=C(C=C2C=C1C#N)[N+](=O)[O-]